C(C)C(COC(C1=CC=C(C=C1)N(C)C)=O)CCCC 2-Ethylhexyl-4-(dimethylamino)benzoat